Methylsilanol-Mannuronat O=C[C@@H](O)[C@@H](O)[C@H](O)[C@H](O)C(=O)O.C[SiH2]O